C1=CC=CC=2C3=CC=CC=C3C=P(C12)=O 10-phosphaphenanthren-10-oxid